7-cyclobutoxy-N-(1-((1S,2R)-2-fluorocyclopropyl)-2-oxo-1,2-dihydropyridin-3-yl)-2-(1-(methoxymethyl)-2-oxabicyclo[2.1.1]hex-4-yl)imidazo[1,2-a]pyrimidine-6-carboxamide C1(CCC1)OC1=NC=2N(C=C1C(=O)NC=1C(N(C=CC1)[C@@H]1[C@@H](C1)F)=O)C=C(N2)C21COC(C2)(C1)COC